N-(2-((2-chloro-5-methylpyrimidin-4-yl)amino)phenyl)benzenesulfonamide ClC1=NC=C(C(=N1)NC1=C(C=CC=C1)NS(=O)(=O)C1=CC=CC=C1)C